ethoxalyl chloride C(=O)(C(=O)OCC)Cl